C\C(=C/CC1=C(C=C(C2=C1OCOC2=O)CCCCC)O)\CCC=C(C)C (E)-8-(3,7-dimethylocta-2,6-dien-1-yl)-7-hydroxy-5-pentyl-4H-benzo[d][1,3]dioxin-4-one